FC1=C(C=CC(=C1F)OC)C1=CN=C2N1C=CN=C2NC2=CC(=C(C(=O)NCCCNC(=O)C1CCN(CC1)CC1CN(C1)C(=O)OC(C)(C)C)C=C2)CC tert-Butyl 3-[[4-[3-[[4-[[3-(2,3-difluoro-4-methoxy-phenyl)imidazo[1,2-a]pyrazin-8-yl]amino]-2-ethyl-benzoyl]amino]propylcarbamoyl]-1-piperidyl]methyl]azetidine-1-carboxylate